7-((2S,5R)-4-(1-(2-bromo-4-fluorophenyl)ethyl)-2,5-diethylpiperazin-1-yl)-4-methyl-2-(tetrahydro-2H-pyran-2-yl)-2,4-dihydro-5H-pyrazolo[4,3-b]pyridin-5-one BrC1=C(C=CC(=C1)F)C(C)N1C[C@@H](N(C[C@H]1CC)C=1C=2C(N(C(C1)=O)C)=CN(N2)C2OCCCC2)CC